(5,6,7,8-tetrahydro-1,6-naphthyridine-2-yl)phosphonic acid hydrochloride Cl.N1=C(C=CC=2CNCCC12)P(O)(O)=O